FC1=CC=C(C=C1)C1NCCCC1 2-(4-fluorophenyl)piperidine